6-(3-(Azetidin-1-yl)phenyl)-5,7-dimethyl-2-(6-methylpyridin-3-yl)-2,6-dihydro-1H-pyrrolo[3,4-d]pyridazin-1-one N1(CCC1)C=1C=C(C=CC1)N1C(=C2C(N(N=CC2=C1C)C=1C=NC(=CC1)C)=O)C